(S)-N-Cbz-2-aminobutanol C(=O)(OCC1=CC=CC=C1)N[C@H](CO)CC